C1(CCCC1)NC1=NC(=NC=C1C=C[N+](=O)[O-])NC1=CC=C(C=C1)N1CCN(CC1)C N4-Cyclopentyl-N2-[4-(4-methylpiperazin-1-yl)phenyl]-5-(2-nitrovinyl)pyrimidine-2,4-diamine